(2s,5r)-2-[difluoro (1,3-thiazol-2-yl) methyl]-7-oxo-1,6-diazabicyclo[3.2.1]octan-6-yl hydrogen sulfate S(=O)(=O)(ON1[C@@H]2CC[C@H](N(C1=O)C2)C(C=2SC=CN2)(F)F)O